N,N-diallyl-4-cyanobenzamide C(C=C)N(C(C1=CC=C(C=C1)C#N)=O)CC=C